C(CCC)\C(=C/C(=O)OCCCCCCCCN(CCCCCCCCOC(C=C(CCCCCC)CCCC)=O)CCCO)\CCCCCC.O1CCC(CC1)C1CNCCC1 3-(tetrahydro-2H-pyran-4-yl)piperidine ((3-hydroxypropyl)azanediyl)bis(octane-8,1-diyl) (2E,2'E)-bis(3-butylnon-2-enoate)